CC1=CN=C(C(=N1)C(=O)O)N1N=CC=N1 6-methyl-3-(2H-1,2,3-triazol-2-yl)pyrazine-2-carboxylic acid